tert-butyl-(tert-butoxycarbonyl)-N-(6-cyclopropaneamido-5-methoxypyrimidin-4-yl)carbamate C(C)(C)(C)OC(N(C1=NC=NC(=C1OC)NC(=O)C1CC1)C(=O)OC(C)(C)C)=O